(3,4-epoxycyclohexyl)-propyltriisopropoxysilane C1(CC2C(CC1)O2)C(C)(C)O[Si](OC(C)C)(OC(C)C)CCC